COCCOCCOCCNC(=O)C1C(C2=CC=C(C=C2C1=O)OC=1C=C2C(C(C(C2=CC1)=O)C(NCCOCCOCCOC)=O)=O)=O N-{2-[2-(2-methoxyethoxy)ethoxy]ethyl}-5-{[2-({2-[2-(2-methoxyethoxy)ethoxy]ethyl}carbamoyl)-1,3-dioxo-2,3-dihydro-1H-inden-5-yl]oxy}-1,3-dioxo-2,3-dihydro-1H-indene-2-carboxamide